CS(=O)(=O)C1=CC=C(CNC(=O)C=2C(N(C(=C(C2)C=2OC(=C(N2)C)C)C)C2=CC(=CC=C2)C(F)(F)F)=O)C=C1 5-(4,5-dimethyl-oxazol-2-yl)-6-methyl-2-oxo-1-(3-trifluoromethylphenyl)-1,2-dihydro-pyridine-3-carboxylic acid 4-methanesulfonyl-benzylamide